1-(4-fluoro-3-(3-morpholinoquinoxaline-6-carbonyl)phenyl)-3-(3-fluorophenyl)urea FC1=C(C=C(C=C1)NC(=O)NC1=CC(=CC=C1)F)C(=O)C=1C=C2N=C(C=NC2=CC1)N1CCOCC1